2-(4-fluoro-3-(5-((6-methylbenzo[d]thiazol-2-yl)methyl)-5H-imidazo[4,5-c]pyridin-2-yl)phenoxy)ethan-1-ol FC1=C(C=C(OCCO)C=C1)C=1N=C2C(=CN(C=C2)CC=2SC3=C(N2)C=CC(=C3)C)N1